ClC=1C(=C(NCCCN2CCCC2)C=CC1F)F 3-chloro-2,4-difluoro-N-(3-(pyrrolidin-1-yl)propyl)aniline